2-(1-methylpiperidin-4-yl)-6-[2-(trifluoromethyl)imidazo[1,2-a]pyridin-6-yl]quinazolin-4(3H)-one CN1CCC(CC1)C1=NC2=CC=C(C=C2C(N1)=O)C=1C=CC=2N(C1)C=C(N2)C(F)(F)F